2-(2-Fluorochinolin-7-yl)-3-(2-((1-methylcyclopentyl)methyl)oxazol-5-yl)-6,7-dihydro-5H-cyclopenta[b]pyridin-7-ylacetat FC1=NC2=CC(=CC=C2C=C1)C1=C(C=C2C(=N1)C(CC2)CC(=O)[O-])C2=CN=C(O2)CC2(CCCC2)C